C(#N)C=1C=NC(=C(C(=O)N[C@@H](C)C2=CC=C(C=C2)F)C1)NCC1=NC=C(N=C1)C=1C=C2C(=NC1)NN=C2 5-Cyano-N-[(S)-1-(4-fluoro-phenyl)-ethyl]-2-{[5-(1H-pyrazolo[3,4-b]pyridin-5-yl)-pyrazin-2-ylmethyl]-amino}-nicotinamide